(1r,3r)-3-aminocyclopentanol hydrochloride Cl.N[C@H]1C[C@@H](CC1)O